C(C)(C)(C)OC(=O)N1C[C@@H](CCC1)C(NC1=NN(C2=CC=C(C=C12)OC(C)C)C(C1=CC=CC=C1)(C1=CC=CC=C1)C1=CC=CC=C1)=O (3R)-3-{[5-(propan-2-yloxy)-1-trityl-1H-indazol-3-yl]carbamoyl}piperidine-1-carboxylic acid tert-butyl ester